1-(4-butyl-2-((tert-butyldimethylsilyl)oxy)-4-methylcyclohexyl)ethan-1-one C(CCC)C1(CC(C(CC1)C(C)=O)O[Si](C)(C)C(C)(C)C)C